9-amino-5-methoxy-3,4-dihydroacridin-1(2H)-one NC=1C2=CC=CC(=C2N=C2CCCC(C12)=O)OC